O=C1NC=CC=C1S(=O)(=O)NC(=O)C=1C(=NC(=CC1)C1=C(C=C(C(=C1)F)F)F)N1C(C[C@@H](C1)C)(C)C N-[(2-Oxo-1H-pyridin-3-yl)sulfonyl]-6-(2,4,5-trifluorophenyl)-2-[(4S)-2,2,4-trimethylpyrrolidin-1-yl]pyridin-3-carboxamid